trans-bicyclo[2.2.1]heptane-2,3-diamine C12C(C(C(CC1)C2)N)N